N-(1-(4-chlorophenyl)-6-(6-(2-(2-ethoxyethoxy)ethoxy)pyridin-3-yl)-1H-pyrazolo[3,4-d]pyrimidin-4-yl)-5-nitrothiophene-2-carboxamide ClC1=CC=C(C=C1)N1N=CC=2C1=NC(=NC2NC(=O)C=2SC(=CC2)[N+](=O)[O-])C=2C=NC(=CC2)OCCOCCOCC